C(C)(C)(C)N(C(O)=O)[C@H](C)C1=CC=C2C(=N1)NC(=C2)B2OC(CN(CC(O2)=O)C)=O.C2(=CC=CC=C2)P(C2=CC=CC1=C2OC2=C1C=CC=C2P(C2=CC=CC=C2)C2=CC=CC=C2)C2=CC=CC=C2 4,6-Bis(diphenyl-phosphino)dibenzofuran tert-butyl-(R)-(1-(2-(6-methyl-4,8-dioxo-1,3,6,2-dioxazaborocane-2-yl)-1H-pyrrolo[2,3-b]pyridin-6-yl)ethyl)carbamate